N-(3-Chloro-1H-indol-7-yl)-1H-pyrazol-4-sulfonamid ClC1=CNC2=C(C=CC=C12)NS(=O)(=O)C=1C=NNC1